FC=1C=C(C=C(C1)F)C(CCC=O)=O 4-(3,5-Difluorophenyl)-4-oxobutanal